FC1=C(C(=O)NC)C(=CC=C1)SC1=CC=C2C(=NNC2=C1)\C=C\C1=NC=C(C=C1)OCCN1CCCC1 2-fluoro-N-methyl-6-({3-[(E)-2-{5-[2-(pyrrolidin-1-yl)ethoxy]pyridin-2-yl}vinyl]-1H-indazol-6-yl}thio)benzamide